tert-butyl (6-bromo-8-(4,4-difluoropiperidin-1-yl)-3-methylquinolin-2-yl)(tert-butoxy)carbamate BrC=1C=C2C=C(C(=NC2=C(C1)N1CCC(CC1)(F)F)N(C(OC(C)(C)C)=O)OC(C)(C)C)C